ClC1=C(C(=CC=C1)Cl)[C@@H](C)OC=1C=NC=C(C1)B1OC(C(O1)(C)C)(C)C |r| (rac)-3-[1-(2,6-dichlorophenyl)ethoxy]-5-(4,4,5,5-tetramethyl-1,3,2-dioxaborolan-2-yl)pyridin